tert-butyl 4-((6-bromo-3-methoxy-5-nitropyridin-2-yl)oxy)piperidine-1-carboxylate BrC1=C(C=C(C(=N1)OC1CCN(CC1)C(=O)OC(C)(C)C)OC)[N+](=O)[O-]